CC1=CC=2N(C=C1C1CCN(CC1)S(=O)(=O)C=1C=NN(C1C(F)(F)F)C)N=CN2 7-methyl-6-(1-((1-methyl-5-(trifluoromethyl)-1H-pyrazol-4-yl)sulfonyl)piperidin-4-yl)-[1,2,4]triazolo[1,5-a]pyridine